8,8'-(((1S,2S,3R)-2,3-dihydroxycyclohexyl)azanediyl)bis-(N,N-didecyloctan-amide) O[C@H]1[C@H](CCC[C@H]1O)N(CCCCCCCC(=O)N(CCCCCCCCCC)CCCCCCCCCC)CCCCCCCC(=O)N(CCCCCCCCCC)CCCCCCCCCC